C1=CNC(=S)N=C1 2-thiopyrimidine